O=S1(C[C@@H](C=C1)NC(=O)C=1C(NC(=CC1)C1=CC=CC=C1)=O)=O (R)-N-(1,1-dioxido-2,3-dihydrothiophen-3-yl)-2-oxo-6-phenyl-1,2-dihydropyridine-3-carboxamide